2,2,3,3-tetrafluoropropyl methyl carbonate C(OCC(C(F)F)(F)F)(OC)=O